(2S,4R)-2-((2H-1,2,3-triazol-2-yl)methyl)-4-azidopyrrolidine-1-carboxylic acid tert-butyl ester C(C)(C)(C)OC(=O)N1[C@@H](C[C@H](C1)N=[N+]=[N-])CN1N=CC=N1